C(C1=CC=CC=C1)OC(=O)N1C(NC[C@H]1C(=O)O)=O (S)-3-(benzyloxycarbonyl)-2-oxoimidazolidine-4-carboxylic acid